2-(6-{5-chloro-2-[(oxan-4-yl)amino]pyrimidin-4-yl}-1-oxo-2,3-dihydro-1H-isoindol-2-yl)-N-[(1R)-1-(2-methylpyridin-4-yl)ethyl]acetamide ClC=1C(=NC(=NC1)NC1CCOCC1)C1=CC=C2CN(C(C2=C1)=O)CC(=O)N[C@H](C)C1=CC(=NC=C1)C